NC1=CC(N(C=C1)C1CCN(CC1)C(=O)OC(C)(C)C)=O tert-butyl 4-(4-amino-2-oxopyridin-1(2H)-yl)piperidine-1-carboxylate